tert-Butyl 4-(azetidin-3-yl)piperazine-1-carboxylate hydrochloride Cl.N1CC(C1)N1CCN(CC1)C(=O)OC(C)(C)C